N[C@@H](CCCCNC(OC(C)(C)C)=O)C1=CC=C(C=C1)OC1=CC=CC=C1 tert-butyl (S)-(5-amino-5-(4-phenoxyphenyl)pentyl)carbamate